CC=1C(C(CCC1)(C)C)/C=C/C(C)=O (E)-4-(2,6,6-trimethylcyclohex-2-eneyl)-but-3-en-2-one